ClC1=C(C(=O)NC=2C=C3C=C(N(C3=CC2)C)C(=O)NCC2=C(C=CC=C2)F)C=C(C=C1)CNC(C(C)C)=O 5-(2-chloro-5-(isobutyrylaminomethyl)benzoylamino)-N-(2-fluorobenzyl)-1-methyl-1H-indole-2-carboxamide